OC=1C=C(C(=O)OC=2C=C(C(=O)OC=3C=C(C(=O)OC=4C=C(C(=O)OC5OCC(C5OC(C5=CC(=C(C(=C5)O)O)OC(C5=CC(=C(C(=C5)O)O)OC(C5=CC(=C(C(=C5)O)O)OC(C5=CC(=C(C(=C5)OC(C5=CC(=C(C(=C5)O)O)O)=O)O)O)=O)=O)=O)=O)OC(C5=CC(=C(C(=C5)O)O)OC(C5=CC(=C(C(=C5)O)O)OC(C5=CC(=C(C(=C5)O)O)OC(C5=CC(=C(C(=C5)OC(C5=CC(=C(C(=C5)O)O)O)=O)O)O)=O)=O)=O)=O)C=C(C4O)O)C=C(C3O)O)C=C(C2O)O)C=C(C1O)OC(C1=CC(=C(C(=C1)O)O)O)=O tetrahydrofuran-2,3,4-triyl tris(3-((3-((3-((3,4-dihydroxy-5-((3,4,5-trihydroxybenzoyl) oxy) benzoyl) oxy)-4,5-dihydroxybenzoyl) oxy)-4,5-dihydroxybenzoyl) oxy)-4,5-dihydroxybenzoate)